BrC=1C=C(N)C=C(C1OC=1N=NC(=C(C1)C(C([2H])([2H])[2H])C([2H])([2H])[2H])Cl)Cl 3-bromo-5-chloro-4-((6-chloro-5-bis(trideuteromethyl)methylpyridazin-3-yl)oxy)aniline